FC1=C(C=C(C=C1)F)C1=CC=C(C=C1)N1C(N(CCC1)C=1SC(=C(N1)C)[S@@](=O)(=N)C)=O (R)-1-(2',5'-Difluoro-[1,1'-biphenyl]-4-yl)-3-(4-methyl-5-(S-methylsulfonimidoyl)thiazol-2-yl)tetrahydropyrimidin-2(1H)-one